FC(C=1C=NC=CC1)(F)F 3-trifluoromethyl-pyridin